2-(3-nitropyrrolo[2,3-c]pyridin-1-yl)acetonitrile [N+](=O)([O-])C1=CN(C2=CN=CC=C21)CC#N